NC1=NC=C(C=C1O[C@H](C)C=1C=C(C=CC1)NC(C1=CC(=CC=C1)C(F)F)=O)Cl (R)-N-(3-(1-((2-amino-5-chloropyridin-3-yl)oxy)ethyl)phenyl)-3-(difluoromethyl)benzamide